CN1N=CC(=C1)OC1CC2(CN(C2)C(=O)N2CC3(C2)NC(CC3)=O)C1 2-[6-(1-methylpyrazol-4-yl)oxy-2-azaspiro[3.3]heptane-2-carbonyl]-2,5-diazaspiro[3.4]octan-6-one